FC(C)(F)C1=NC(=CC(=N1)NC1=CC(=NC=C1OCC1=C(C=CC=C1)OC)NC(C)=O)C N-(4-((2-(1,1-difluoroethyl)-6-methylpyrimidin-4-yl)amino)-5-((2-methoxybenzyl)oxy)pyridin-2-yl)acetamide